(S)-N-(3-(2-((R)-4-amino-2-oxopyrrolidin-1-yl)-6-morpholinylpyridin-4-yl)-4-methylphenyl)-3-(2,2,2-trifluoroethyl)pyrrolidine-1-carboxamide formate C(=O)O.N[C@@H]1CC(N(C1)C1=NC(=CC(=C1)C=1C=C(C=CC1C)NC(=O)N1C[C@@H](CC1)CC(F)(F)F)N1CCOCC1)=O